4-((7-ethyl-6-oxo-5,6-dihydro-1,5-naphthyridin-3-yl)methylene)piperidine C(C)C=1C(NC=2C=C(C=NC2C1)C=C1CCNCC1)=O